NCCC=1C=C(C(=CC1)OC)O 4-aminoethyl-guaiacol